CC(=O)N[C@@H]1[C@H]([C@@H]([C@H](O[C@H]1OC[C@@H]2[C@H]([C@@H]([C@H]([C@@H](O2)OC[C@@H]3[C@@H]([C@@H]([C@H]([C@H](O3)O)O)O)O)NC(=O)C)O)O)CO)O)O The molecule is an amino trisaccharide consisting of two 2-acetamido-2-deoxy-beta-D-glucopyranose residues and an alpha-D-galactopyranose residue joined in sequence by (1->6) glycosidic bonds. It is an amino trisaccharide, a member of acetamides and a glucosamine oligosaccharide.